3-((3,4-dioxo-2-(pentan-3-ylamino)cyclobut-1-en-1-yl)amino)-2-hydroxybenzoic acid O=C1C(=C(C1=O)NC=1C(=C(C(=O)O)C=CC1)O)NC(CC)CC